C1(=CC=C(C=C1)C=1N=C(SC1)NC1=NC=CC=C1)C1=CC=CC=C1 4-(Biphenyl-4-yl)-N-(pyridin-2-yl)thiazol-2-amin